tri(octyl)phosphine oxide C(CCCCCCC)P(CCCCCCCC)(CCCCCCCC)=O